C(C)(C)(C)OC(=O)N[C@@H](CCCCNC(CCN=[N+]=[N-])=O)C(=O)O N2-(tert-butyloxycarbonyl)-N6-(3-azidopropionyl)lysine